6-(4-fluorophenyl)-N-((6-methylpyridazin-3-yl)methyl)quinolin-4-amine FC1=CC=C(C=C1)C=1C=C2C(=CC=NC2=CC1)NCC=1N=NC(=CC1)C